BrC=1C=C(C#N)C=CC1C1C2=C(N(C(N1C)=O)C1=CC(=CC=C1)C(F)(F)F)CCNC2=O 3-Bromo-4-{3-methyl-2,5-dioxo-1-[3-(trifluoromethyl)phenyl]-1H,2H,3H,4H,5H,6H,7H,8H-pyrido[4,3-d]pyrimidin-4-yl}benzonitrile